ClC1=NC(=CC(=C1)C1=C(N=C(S1)NC(=O)N1C[C@H](N(CC1)C(=O)OC(C)(C)C)CO)C1=CC(=CC=C1)C#N)C tert-Butyl (2S)-4-[[5-(2-chloro-6-methyl-4-pyridyl)-4-(3-cyanophenyl)thiazol-2-yl]carbamoyl]-2-(hydroxymethyl)piperazine-1-carboxylate